(R)-5-(8-methoxy-[1,2,4]triazolo[1,5-a]pyridin-6-yl)-1-(1-neopentylpiperidin-3-yl)-6-(trifluoromethyl)-1,3-dihydro-2H-benzo[d]imidazol-2-one COC=1C=2N(C=C(C1)C1=CC3=C(N(C(N3)=O)[C@H]3CN(CCC3)CC(C)(C)C)C=C1C(F)(F)F)N=CN2